N'-[5-bromo-2-methyl-6-(1-propoxy-ethoxy)-3-pyridinyl]-N-ethyl-methyl-N-methyl-formamidine BrC=1C=C(C(=NC1OC(C)OCCC)C)N=C(N(C)CC)C